5-(2-chloro-phenyl)-2-thiocytidine triphosphate P(O)(=O)(OP(=O)(O)OP(=O)(O)O)OC[C@@H]1[C@H]([C@H]([C@@H](O1)N1C(=S)N=C(N)C(=C1)C1=C(C=CC=C1)Cl)O)O